COC(=O)NN hydrazinoformic acid methyl ester